2-(6-(5-chloro-2-((oxazin-4-yl)amino)pyrimidin-4-yl)-1-oxoisoindolin-2-yl)propionic acid ClC=1C(=NC(=NC1)NC1=CNOC=C1)C1=CC=C2CN(C(C2=C1)=O)C(C(=O)O)C